C1(C=CCCCCCCC[C@@H](C)O1)=O (11R)-dodecen-11-olide